2-[[4-[5-isobutyl-2-(2H-tetrazol-5-yl)-phenyl]piperazin-1-yl]methyl]-8-methyl-pyrido[1,2-a]pyrimidin-4-one C(C(C)C)C=1C=CC(=C(C1)N1CCN(CC1)CC=1N=C2N(C(C1)=O)C=CC(=C2)C)C=2N=NNN2